Fluoro-5-hydroxytryptophan FN[C@@H](CC1=CNC2=CC=C(C=C12)O)C(=O)O